2,2'-({2-[(5-aminopentyl)amino]-2-oxoethyl}azanediyl)bis(N-{2-[(α-L-fucopyranosyl)oxy]ethyl}acetamide) NCCCCCNC(CN(CC(=O)NCCO[C@H]1[C@@H](O)[C@H](O)[C@H](O)[C@@H](O1)C)CC(=O)NCCO[C@H]1[C@@H](O)[C@H](O)[C@H](O)[C@@H](O1)C)=O